4-((R)-1-(5-azaspiro[2.4]heptan-5-yl)ethyl)-6-cyclopropyl-N-(3-(3-((R)-fluoro(4-methyl-4H-1,2,4-triazol-3-yl)methyl)oxetan-3-yl)phenyl)picolinamide C1CC12CN(CC2)[C@H](C)C2=CC(=NC(=C2)C2CC2)C(=O)NC2=CC(=CC=C2)C2(COC2)[C@H](C2=NN=CN2C)F